6-((2R,3s)-2-amino-3-fluorobutyl)-2-chloro-N-(furan-2-ylmethyl)-7-vinylpyrrolo[2,1-f][1,2,4]triazin-4-amine N[C@H](CC=1C=C2C(=NC(=NN2C1C=C)Cl)NCC=1OC=CC1)[C@H](C)F